rac-N-(3-((R)-2,5-diaminopentanamido)-2-hydroxypropyl)-4-((3-(2,3-difluoro-4-methoxyphenyl)imidazo[1,2-a]pyrazin-8-yl)amino)-2-ethylbenzamide dihydrochloride Cl.Cl.N[C@@H](C(=O)NC[C@@H](CNC(C1=C(C=C(C=C1)NC=1C=2N(C=CN1)C(=CN2)C2=C(C(=C(C=C2)OC)F)F)CC)=O)O)CCCN |&1:8|